tert-Butyl 5-(benzofuran-3-yl)-3,6-dihydropyridine-1(2H)-carboxylate O1C=C(C2=C1C=CC=C2)C2=CCCN(C2)C(=O)OC(C)(C)C